tert-butyl 6-(7-(2-(2-(2-((((1-acryloylpyrrolidin-3-yl)oxy)carbonyl)amino)ethoxy)ethoxy)-4-fluorophenyl)thieno[2,3-d]pyridazin-4-yl)-3,4-dihydroisoquinoline-2(1H)-carboxylate C(C=C)(=O)N1CC(CC1)OC(=O)NCCOCCOC1=C(C=CC(=C1)F)C=1N=NC(=C2C1SC=C2)C=2C=C1CCN(CC1=CC2)C(=O)OC(C)(C)C